O1COC2=C1C=CC(=C2)C=2C(=NN(C2C(=O)O)C=2SC(=C(N2)C2=CC(=C(C=C2)Cl)Cl)SC(C)C)C 4-(benzo[d][1,3]dioxol-5-yl)-1-(4-(3,4-dichlorophenyl)-5-(isopropylsulfanyl)thiazol-2-yl)-3-methyl-1H-pyrazole-5-carboxylic acid